n-butyl-ammonium hydrogen sulfate S(=O)(=O)(O)[O-].C(CCC)[NH3+]